N1C(=NC=2C=NC=CC21)C2=C(C=1C(NC2=O)=CN(N1)C)N[C@@H](C(C)C)C1=NC=CC=N1 |o1:21| (S*)-6-(1H-imidazo[4,5-c]pyridin-2-yl)-2-methyl-7-((2-methyl-1-(pyrimidin-2-yl)propyl)amino)-2H-pyrazolo[4,3-b]pyridin-5(4H)-one